7-Bromo-8-fluoro-2,4-dihydroxyquinoline-3-carbonitrile BrC1=CC=C2C(=C(C(=NC2=C1F)O)C#N)O